CC=1C2(CCC(C1)C2(C)C)C 2-methyl-bornene